1-hexylnonyl 6-[2-[6-(1-hexylnonoxy)-6-oxo-hexoxy]-3-[2-[2-[2-[2-(2-hydroxyethoxy)ethoxy]ethoxy]ethoxy]ethyl-octyl-amino]-3-oxo-propoxy]hexanoate C(CCCCC)C(CCCCCCCC)OC(CCCCCOC(COCCCCCC(=O)OC(CCCCCCCC)CCCCCC)C(=O)N(CCCCCCCC)CCOCCOCCOCCOCCO)=O